2-(4-chlorophenyl)-N-[4-(3,4-dimethoxy-phenyl)-isoxazol-5-yl]-2-prop-2-ynyloxy-acetamide ClC1=CC=C(C=C1)C(C(=O)NC1=C(C=NO1)C1=CC(=C(C=C1)OC)OC)OCC#C